1-(1H-Pyrazol-4-ylmethyl)-3-[4-(pyridine-3-sulfonyl)-phenyl]-urea N1N=CC(=C1)CNC(=O)NC1=CC=C(C=C1)S(=O)(=O)C=1C=NC=CC1